C(C)(C)[C@H]1CC[C@H](CC1)N1CCC(CC1)N1C(=CC2=CC=CC=C12)\C=N/O (Z)-1-(1-(cis-4-isopropylcyclohexyl)piperidin-4-yl)-1H-indole-2-carbaldehyde oxime